C(C)(C)(C)OC(CSC1(CC1)C(=O)OCC)=O ethyl 1-(2-tert-butoxy-2-oxo-ethyl)sulfanylcyclopropanecarboxylate